S(N)(=O)(=O)N sulfamoyl-amine